BrC=1C=NN2C1OCC2 7-bromo-2,3-dihydropyrazolo[5,1-b]oxazole